N-(4-chloro-3-((dimethylamino)methyl)phenyl)-6-methyl-5-nitroisoquinolin-1-amine ClC1=C(C=C(C=C1)NC1=NC=CC2=C(C(=CC=C12)C)[N+](=O)[O-])CN(C)C